4-(3-(4-(2-(2-aminopyridin-3-yl)-5-phenyl-3H-imidazo[4,5-b]pyridin-3-yl)benzyl)-3,8-diazabicyclo[3.2.1]octan-8-yl)-2-hydroxybenzaldehyde NC1=NC=CC=C1C1=NC=2C(=NC(=CC2)C2=CC=CC=C2)N1C1=CC=C(CN2CC3CCC(C2)N3C3=CC(=C(C=O)C=C3)O)C=C1